(4-amino-6-(trifluoromethyl)pyridin-2-yl)ethan-1-ol NC1=CC(=NC(=C1)C(F)(F)F)C(C)O